(±)-2-((2-Chloro-4-(4-(3-chlorophenyl)-trans-2,3-dimethylpiperazine-1-carbonyl)phenyl)sulfinyl)-1-(thiazol-2-yl)ethan-1-one ClC1=C(C=CC(=C1)C(=O)N1[C@H]([C@@H](N(CC1)C1=CC(=CC=C1)Cl)C)C)[S@](=O)CC(=O)C=1SC=CN1 |&1:24|